C(C)(C)(C)OC(=O)N1CC(C(CC1)=O)C=1C=NN(C1)C.BrC1=NC=CC=C1COC1=CC=CC=C1 2-bromo-3-(phenoxymethyl)pyridine tert-butyl-3-(1-methyl-1H-pyrazol-4-yl)-4-oxopiperidine-1-carboxylate